FC1=CC=C(C=C1)C=1C=C2C(=C(C(N(C2=NC1)CCN1CCOCC1)=O)C(=O)NC12CC(C1)(C2)C)O 6-(4-fluorophenyl)-4-hydroxy-N-(3-methylbicyclo[1.1.1]pentan-1-yl)-1-(2-morpholinoethyl)-2-oxo-1,2-dihydro-1,8-naphthyridine-3-carboxamide